(S)-3-(4-(1H-pyrrolo[2,3-b]pyridin-3-yl)phenyl)-2-aminopropanoic acid N1C=C(C=2C1=NC=CC2)C2=CC=C(C=C2)C[C@@H](C(=O)O)N